tert-butyl 4-[6-fluoro-7-({8-fluoro-2-methylimidazo[1,2-a]pyridin-6-yl}carbamoyl)-2-methylindazol-4-yl]piperazine-1-carboxylate FC=1C=C(C2=CN(N=C2C1C(NC=1C=C(C=2N(C1)C=C(N2)C)F)=O)C)N2CCN(CC2)C(=O)OC(C)(C)C